BrC1=C(C2=C(N(N=N2)C)C=C1)OC 5-bromo-4-methoxy-1-methyl-1H-benzo[d][1,2,3]triazole